FC(=C(CC1CCOCC1)C1=CC2=CC=CC=C2C=C1)F 4-(3,3-difluoro-2-(naphthalen-2-yl)allyl)tetrahydro-2H-pyran